N-(3-fluoro-4-(4-methylpiperazin-1-yl)phenyl)-5'-(4-fluorophenyl)-3'-isopropyl-1H,3'H-[2,4'-biimidazole]-4-carboxamide FC=1C=C(C=CC1N1CCN(CC1)C)NC(=O)C=1N=C(NC1)C=1N(C=NC1C1=CC=C(C=C1)F)C(C)C